4-iodo-1,2-phenylenediamine IC1=CC(=C(C=C1)N)N